OC1=CC(OC2=CC=CC=C12)=O 4-Hydroxycoumarin